[2H]C(OC=1C=C(C=C(C1)O)\C=C\C1=CC=C(C=C1)OC)([2H])[2H] 3-Trideuteromethoxy-4'-methoxy-5-hydroxy-(E)-stilbene